3',5'-dimethyl-5',6'-dihydro-4'H-spiro[cyclopentane-1,7'-thieno[3,2-c]pyridin]-4'-one CC1=CSC2=C1C(N(CC21CCCC1)C)=O